C1(CC1)CN(C1=NC(=CC2=C1N=C(N=C2)SC)C2=C(C(=CC(=C2Cl)OC)OC)Cl)C N-(cyclopropylmethyl)-6-(2,6-dichloro-3,5-dimethoxyphenyl)-N-methyl-2-(methylthio)pyrido[3,4-d]pyrimidine-8-amine